ClC=1C=NC(=C(C(=O)NC2CCC(CC2)CN2C(N(C3=C2C=CC=C3)C3=NC=CN=C3C#N)=O)C1)C(F)F 5-chloro-N-((1r,4r)-4-((3-(3-cyanopyrazin-2-yl)-2-oxo-2,3-dihydro-1H-benzo[d]imidazol-1-yl)methyl)cyclohexyl)-2-(difluoromethyl)nicotinamide